C1N(CCC2=CC=CC=C12)C(=O)[O-] 3,4-dihydroisoquinoline-2(1H)-carboxylate